bis-(3-methyl-4-aminocyclohexyl)-methane CC1CC(CCC1N)CC1CC(C(CC1)N)C